ClC1=NC(=NC=C1C#N)C1=NN(C2=NC=C(C=C21)F)CC2=C(C=CC=C2)F 4-chloro-2-(5-fluoro-1-(2-fluorobenzyl)-1H-pyrazolo[3,4-b]pyridin-3-yl)pyrimidine-5-carbonitrile